NC1=C(C=C(C2=C1CCO2)OCC2=CC=CC=C2)C(=O)OC methyl 4-amino-7-(benzyloxy)-2,3-dihydrobenzofuran-5-carboxylate